Cl.Cl.Cl.Cl.C=1(C(=C(C(=CC1)N)N)N)N benzenetetramine tetrahydrochloride